C(C)(C)C1=CC=C(C=C1)N1NC(=CC1C1=CC=C(C=C1)C(C)(C)C)C=CC1=CC=C(C=C1)C(C)(C)C 1-(4-isopropyl-phenyl)-3-(4-tert-butyl-styryl)-5-(4-tert-butyl-phenyl)-pyrazoline